2,2'-dihydroxy-biphenyl-5,5'-diacetic acid OC1=C(C=C(C=C1)CC(=O)O)C1=C(C=CC(=C1)CC(=O)O)O